5-methyl-1,2-oxathiolane-2,2-dioxide CC1CCS(O1)(=O)=O